6-(4-ethynylbenzyl)-1,3,5-triazine-2,4-diamine C(#C)C1=CC=C(CC2=NC(=NC(=N2)N)N)C=C1